ClC1=CC=C2C(=N1)N(C(=C2)C2=C(OC=C2)C(F)F)S(=O)(=O)C 6-chloro-2-(2-(difluoromethyl)furan-3-yl)-1-(methylsulfonyl)-1H-pyrrolo[2,3-b]pyridine